(4aR,8aS)-6-[4-[(4-tert-butylpyrazol-1-yl)methyl]piperidine-1-carbonyl]-4,4a,5,7,8,8a-hexahydropyrido[4,3-b][1,4]oxazin-3-one C(C)(C)(C)C=1C=NN(C1)CC1CCN(CC1)C(=O)N1C[C@@H]2[C@@H](OCC(N2)=O)CC1